C(CCCCCC(C)C)OC(CCCCC(=O)OCCCCCCC(C)C)=O Diiso-nonyladipat